C(C)C=1C(=C(C(=O)O)C=CC1)N.C(C=1C(N)=CC=CC1)(=O)OCC ethyl anthranilate (ethyl 2-aminobenzoate)